ClC1=C(C(=CC=C1)F)NC=1C=C2C(=NC1C)N(N=C2)C=2C=C(SC2)C(=O)NC2COC2 4-(5-((2-chloro-6-fluorophenyl)amino)-6-methyl-1H-pyrazolo[3,4-b]pyridin-1-yl)-N-(oxetan-3-yl)thiophene-2-carboxamide